(E)-4-(2,6,6-trimethyl-2-cyclohexen-1-yl)-3-buten-2-one CC=1C(C(CCC1)(C)C)/C=C/C(C)=O